CC1CN(C=2C=CC3=C(C12)C=CC=C3)C(NCC#C)=N 1-methyl-N-(prop-2-yn-1-yl)-1,2-dihydro-3H-benzo[e]indole-3-carboximidamide